NC(C(=O)O)(CCCCB(O)O)CCCN1C(CCC1)C1=CC(=CC=C1)OC 2-amino-6-borono-2-(3-(2-(3-methoxyphenyl)pyrrolidin-1-yl)propyl)hexanoic acid